tert-butyl 4-(2-((1-ethoxy-3-(4-(ethoxycarbonyl)phenyl)-1,3-dioxopropan-2-yl)oxy)-2-oxoethyl)piperidine-1-carboxylate C(C)OC(C(C(=O)C1=CC=C(C=C1)C(=O)OCC)OC(CC1CCN(CC1)C(=O)OC(C)(C)C)=O)=O